propylenediammonium dimaleate C(\C=C/C(=O)[O-])(=O)[O-].C(\C=C/C(=O)[O-])(=O)[O-].C(C(C)[NH3+])[NH3+].C(C(C)[NH3+])[NH3+]